(2S)-2-(8-amino-1-bromo-imidazo[1,5-a]pyrazin-3-yl)pyrrolidine-1-carboxylic acid benzyl ester C(C1=CC=CC=C1)OC(=O)N1[C@@H](CCC1)C1=NC(=C2N1C=CN=C2N)Br